4-fluoro-3-methyl-2-(4-(piperidin-1-yl)styryl)benzo[d]thiazol-3-ium 4-nitrobenzenesulfonate [N+](=O)([O-])C1=CC=C(C=C1)S(=O)(=O)[O-].FC1=CC=CC2=C1[N+](=C(S2)C=CC2=CC=C(C=C2)N2CCCCC2)C